C1(CC1)CON1C(C2=C(C=NC=C2CC1)NC1=C(C=C(C=C1)I)F)=O 2-(cyclopropylmethoxy)-8-(2-fluoro-4-iodoanilino)-3,4-dihydro-2,6-naphthyridin-1(2H)-one